4-(8-(1-(benzo[d]thiazol-5-yl)ethyl)-2,8-diazaspiro[4.5]decan-2-yl)benzonitrile S1C=NC2=C1C=CC(=C2)C(C)N2CCC1(CCN(C1)C1=CC=C(C#N)C=C1)CC2